CNC(C1=CC(=NC=C1)C(F)(F)F)=O N-methyl-2-(trifluoromethyl)isonicotinamide